COC=1C=2N(C=CC1)N=C(C2C(C)=O)C=2C=NN(C2)C 1-(4-methoxy-2-(1-methyl-1H-pyrazol-4-yl)pyrazolo[1,5-a]pyridin-3-yl)ethan-1-one